CN1N=C2C(CN(C=3C(=CC=CC23)NC2=CC(=NC=C2C(=O)NC([2H])([2H])[2H])N2C(N(CC2)C(C)C)=O)C)=C1 4-((2,5-dimethyl-4,5-dihydro-2H-pyrazolo[4,3-c]quinolin-6-yl)amino)-6-(3-isopropyl-2-oxoimidazolidin-1-yl)-N-(methyl-d3)nicotinamide